C(C1=CC=CC=C1)OC1=CC=NC(=C1C#N)Cl 4-(benzyloxy)-2-chloronicotinonitrile